C(C)C1(OC2=CC=C(C=C2[C@H](C1)C1C(NC(NC1=O)=N)(C)C)C(=O)N[C@@H]1[C@H](C(OC2=CC=C(C=C12)F)(C)C)O)CC (R)-2,2-diethyl-N-((3R,4S)-6-fluoro-3-hydroxy-2,2-dimethylchroman-4-yl)-4-(2-imino-4,4-dimethyl-6-oxotetrahydropyrimidin-yl)chromane-6-carboxamide